3-{[(3R)-1-methylpiperidin-3-yl]oxy}-5-(5-methyl-1,3-thiazol-2-yl)benzoic acid CN1C[C@@H](CCC1)OC=1C=C(C(=O)O)C=C(C1)C=1SC(=CN1)C